FC1=CC=C(C=C1)C1(CC1)N 1-(4-fluorophenyl)cyclopropane-1-amine